N[C@H](C(=O)O)CN(C)C1=CC=C(C=C1)F (S)-2-amino-3-((4-fluorophenyl)(methyl)amino)propanoic acid